C(C(=C)C)(=O)OCCN=[N+]=[N-] 2-azidoethyl methacrylate